17-amino-6-hydroxy-6,15-bis(trifluoromethyl)-19-oxa-3,4,18-triazatricyclo[12.3.1.12,5]nonadeca-1(18),2,4,14,16-pentaene-9,13-dione NC1=CC(=C2C(CCCC(CCC(C3=NN=C(C1=N2)O3)(C(F)(F)F)O)=O)=O)C(F)(F)F